2-(4'-chlorospiro[cyclobutane-1,5'-pyrrolo[2,3-d]pyrimidin]-7'(6'H)-yl)pyrimidine-4-carbonitrile ClC=1C2=C(N=CN1)N(CC21CCC1)C1=NC=CC(=N1)C#N